4-phenyl-5,6-dihydrocyclopenta[d][1,2,3]triazole C1(=CC=CC=C1)C=1CCC2=NN=NC21